CC1=C(C=2C=CC=C3C2N1[C@@H](CO3)CN3CCOCC3)C(=O)C3=CC=CC1=CC=CC=C31 (R)-(+)-[2,3-dihydro-5-methyl-3-(4-morpholinylmethyl)pyrrolo-[1,2,3-de]-1,4-benzoxazin-6-yl]-1-naphthalenylmethanone